N-({4-[1-(3-chlorophenyl)-1H-pyrazole-4-sulfonyl]phenyl}methyl)imidazo[1,2-a]pyridine-6-carboxamide ClC=1C=C(C=CC1)N1N=CC(=C1)S(=O)(=O)C1=CC=C(C=C1)CNC(=O)C=1C=CC=2N(C1)C=CN2